methyl 6-(chloromethyl)picolinate ClCC1=CC=CC(=N1)C(=O)OC